ClC=1C=C(C=CC1C(F)(F)F)NC(=O)[C@]12[C@H]3C[C@@H]([C@@H]([C@@]2(C1)C1=CC(=NC=C1)OC)O3)O |r| rac-(1r,2r,4s,5r,6s)-N-(3-chloro-4-(trifluoromethyl)phenyl)-6-hydroxy-4-(2-methoxypyridin-4-yl)-8-oxatricyclo[3.2.1.02,4]octane-2-carboxamide